IC1=CC(=NC(=C1)N1CCOCC1)NC(CO)CO 2-((4-iodo-6-morpholinylpyridin-2-yl)amino)propane-1,3-diol